C(C)OC(=O)C1=CN(C=C1C(F)(F)F)COCC[Si](C)(C)C 4-(trifluoromethyl)-1-((2-(trimethylsilyl)ethoxy)methyl)-1H-pyrrole-3-carboxylic acid ethyl ester